O(C1=CC=CC=C1)CCCC(=O)NCC(=O)N1[C@@H](C[C@H](C1)C1=CC=CC=C1)C(=O)O (2S,4S)-1-((4-phenoxybutanoyl)glycyl)-4-phenylpyrrolidine-2-carboxylic acid